CC(C)(C)[S@@](=O)N |r| rac-(R)-2-methylpropan-2-sulfinamide